C1(CC1)C(=O)NC1=NC=CC(=C1)C1=CNC2=C(C=CC=C12)NC(=O)C=1C(N(C=CC1)C)=O N-(3-(2-(Cyclopropancarboxamido)pyridin-4-yl)-1H-indol-7-yl)-1-methyl-2-oxo-1,2-dihydropyridin-3-carboxamid